diisopropoxy bis(acetoacetate) titanium [Ti].C(CC(=O)C)(=O)OOC(C)C.C(CC(=O)C)(=O)OOC(C)C